3-methyl-10-oxo-12-{5-[(1-oxododecyl) oxy] pentyl}-3,9-diaza-6,11-dioxaheptadec-17-yl dodecanoate C(CCCCCCCCCCC)(=O)OCCCCCC(OC(NCCOCCN(CC)C)=O)CCCCCOC(CCCCCCCCCCC)=O